CC=1C=CC=2C(C3=CC=C(C=C3OC2C1)C)NC(=O)C=1C(NC(=C(C1)N1CCN(CC1)C)C(F)(F)F)=O N-(3,6-dimethyl-9H-xanthen-9-yl)-5-(4-methylpiperazin-1-yl)-2-oxo-6-(trifluoromethyl)-1,2-dihydropyridine-3-carboxamide